C1(CCCCC1)OCCOC=1C=C(C=CC1)B(O)O (3-[2-(CYCLOHEXYLOXY)ETHOXY]PHENYL)BORANEDIOL